NCC(=O)NC=1N=C2N(C=C(N=C2)C2=C3C=NNC3=C(C(=C2Cl)F)NC(C)C)C1 2-amino-N-(6-(5-chloro-6-fluoro-7-(isopropylamino)-1H-indazol-4-yl)imidazo[1,2-a]pyrazin-2-yl)acetamide